O1C=CC2=C1C=C(C=C2)CNC(=O)C2=CC=C1CN(C(N(C1=C2)CC2=C(C=CC=C2F)Cl)=O)C N-(benzofuran-6-ylmethyl)-1-(2-chloro-6-fluorobenzyl)-3-methyl-2-oxo-1,2,3,4-tetrahydroquinazoline-7-carboxamide